2-bromo-5-fluoro-6-(2,3,4,6-tetrafluorophenyl)pyridin-3-amine BrC1=NC(=C(C=C1N)F)C1=C(C(=C(C=C1F)F)F)F